2-Chloro-4,6-dimethoxybenzaldehyde ClC1=C(C=O)C(=CC(=C1)OC)OC